OC1=C(C(=C(C(=O)OCC[Si](C)(C)C)C(=C1)O)C)C 2-(trimethylsilyl)ethyl 4,6-dihydroxy-2,3-dimethylbenzoate